F\C(=C/C(=O)NC1=CC2=CC=CC=C2C=C1)\N1C=CC2=CC=CC=C12 (Z)-3-fluoro-3-indol-1-yl-N-naphthalen-2-yl-acrylamide